FC(O[C@@H]1C[C@H](N(C1)C(CNC(C1=CC=C(C=C1)OC1=CC=C(C=C1)C(F)F)=O)=O)C(=O)OC)F methyl (2S,4R)-4-(difluoromethoxy)-1-((4-(4-(difluoromethyl)phenoxy)benzoyl)glycyl)pyrrolidine-2-carboxylate